(3-(But-2-en-1-yl)-2,2-dimethylcyclopropyl)-3-methylcyclopent-2-en-1-one C(C=CC)C1C(C1C=1C(CCC1C)=O)(C)C